C(C)(C)(C)OC(N(CCCCO)CC1=CC(=C(C=C1)OC(F)(F)F)Cl)=O 3-chloro-4-(trifluoromethoxy)benzyl-(4-hydroxybutyl)carbamic acid tert-butyl ester